CN(CCC(CCCCCCCCCC\C=C/CCCCCCCC(=O)OC)CCCCCC)C methyl (9Z)-21-[2-(dimethylamino)ethyl]heptacos-9-enoate